FC1=CC(=CC2=C1N(C(=N2)C2=CC=1C=3N2C(CN(C3C=CC1)CCCO)C(C)C)C)C(=O)OC methyl 7-fluoro-2-(1-(3-hydroxypropyl)-3-isopropyl-2,3-dihydro-1H-pyrrolo[1,2,3-de]quinoxalin-5-yl)-1-methyl-1H-benzo[d]imidazole-5-carboxylate